N-(2-((Dimethylamino)methyl)quinolin-8-yl)-1-(4-(trifluoromethyl)phenyl)methanesulfonamide CN(C)CC1=NC2=C(C=CC=C2C=C1)NS(=O)(=O)CC1=CC=C(C=C1)C(F)(F)F